4-((1-(4-(trifluoromethyl)benzyl)-5-(2-(trifluoromethyl)phenyl)-1H-indole-7-carboxamido)methyl)benzoic acid FC(C1=CC=C(CN2C=CC3=CC(=CC(=C23)C(=O)NCC2=CC=C(C(=O)O)C=C2)C2=C(C=CC=C2)C(F)(F)F)C=C1)(F)F